ClC1=CC=CC(=N1)[C@@H]([C@@H](C1CC1)N1C(C2=CC(=CC=C2C1)C=1OC(=NN1)C(F)F)=O)O |o1:7,8| 2-[(1R*,2R*)-2-(6-chloropyridin-2-yl)-1-cyclopropyl-2-hydroxyethyl]-6-[5-(difluoromethyl)-1,3,4-oxadiazol-2-yl]-2,3-dihydro-1H-isoindol-1-one